(2-bromo-4-(perfluoropropan-2-yl)-6-(trifluoromethyl)phenyl)-3-nitrobenzamide BrC1=C(C(=CC(=C1)C(C(F)(F)F)(C(F)(F)F)F)C(F)(F)F)C1=C(C(=O)N)C=CC=C1[N+](=O)[O-]